FC1([C@@H]([C@H](CCC1)OC=1C=C2CN(C(C2=CC1)=O)C1C(NC(CC1)=O)=O)N1CC(C1)C1CCN(CC1)C(=O)C1C(C1)C)F 3-(5-(((1S,2R)-3,3-difluoro-2-(3-(1-(2-methylcyclopropane-1-carbonyl)piperidin-4-yl)azetidin-1-yl)cyclohexyl)oxy)-1-oxoisoindolin-2-yl)piperidine-2,6-dione